C(=O)C=1C=CC(=C(C(=O)OC(C)(C)C)C1)OC(C(C)C)=O tert-Butyl 5-formyl-2-(isobutyryloxy)benzoate